ClC1=C(C=C2C=C(N=CC2=C1)NC(=O)C1CC12CCOCC2)[C@@H](COC)C N-(7-chloro-6-((S)-1-methoxypropan-2-yl)isoquinolin-3-yl)-6-oxaspiro[2.5]octane-1-carboxamide